1-(Fmoc-amino)cyclopentanecarboxylic acid C(=O)(OCC1C2=CC=CC=C2C2=CC=CC=C12)NC1(CCCC1)C(=O)O